C(#N)N1CC(CCC1)(F)C=1OC2=C(N1)C=C(C=C2)C=2C=C(C#N)C=CN2 2-(2-(1-cyano-3-fluoropiperidin-3-yl)benzo[d]oxazol-5-yl)isonicotinonitrile